3-Benzyl 8-(tert-butyl) (1S,2S,5R)-2-((S)-1-hydroxyethyl)-3,8-diazabicyclo[3.2.1]octane-3,8-dicarboxylate O[C@@H](C)[C@@H]1[C@@H]2CC[C@H](CN1C(=O)OCC1=CC=CC=C1)N2C(=O)OC(C)(C)C